N1(CN(CC1)CCC(=O)O)CCC(=O)O 1,3-imidazolidinedipropanoic acid